SC(CC(=O)OCCOCCOC(CC(C)(C)S)=O)(C)C diethylene glycol bis(3-mercapto-3-methylbutanoate)